N-(4-(6-ethoxypyrazin-2-yl)phenyl)-2-methyl-2-(2-((2-methylpropyl)sulfonamido)thiazol-4-yl)propanamide C(C)OC1=CN=CC(=N1)C1=CC=C(C=C1)NC(C(C)(C=1N=C(SC1)NS(=O)(=O)CC(C)C)C)=O